BrC1=NN(C2=C1C=NC(=C2)Cl)CC2(CCCC2)C(=O)OC Methyl 1-((3-bromo-6-chloro-1H-pyrazolo[4,3-c]pyridin-1-yl)methyl)cyclopentane-1-carboxylate